CC=1C=CC(=C(C1)\C=C\C(=O)C1=CC=CC=C1)O 5-methyl-2-hydroxychalcone